2-(4-(2-(6-Methylpyridin-2-yl)-6,7-dihydro-5H-pyrrolo[1,2-a]imidazol-3-yl)pyridin-2-yl)-5-(methylsulfonyl)-4,5,6,7-tetrahydro-3H-imidazo[4,5-c]pyridine CC1=CC=CC(=N1)C=1N=C2N(C1C1=CC(=NC=C1)C1=NC3=C(CN(CC3)S(=O)(=O)C)N1)CCC2